2-(4-Chlorophenyl)-3-(1-(4-(pyrrolidin-1-ylsulfonyl)benzyl)-1H-1,2,3-triazol-4-yl)imidazo[1,2-a]pyridine ClC1=CC=C(C=C1)C=1N=C2N(C=CC=C2)C1C=1N=NN(C1)CC1=CC=C(C=C1)S(=O)(=O)N1CCCC1